2-[methyl-({4-phenyl-6-[2-(quinolin-6-yl)ethyl]quinolin-2-yl})amino]acetic acid CN(CC(=O)O)C1=NC2=CC=C(C=C2C(=C1)C1=CC=CC=C1)CCC=1C=C2C=CC=NC2=CC1